Benzyl N-[2-[2-[2-[2-[2-(5-amino-2,3-dimethoxy-phenoxy)ethoxy]ethoxy]ethoxy]ethoxy] ethyl]carbamate NC=1C=C(C(=C(OCCOCCOCCOCCOCCNC(OCC2=CC=CC=C2)=O)C1)OC)OC